CN1N=C(C=C1CO)C (2,5-dimethylpyrazol-3-yl)methanol